ClC=1C=C(N)C=C(C1OC=1N=NC(=C(C1)C(C)(C)OC1OCCCC1)Cl)Cl 3,5-dichloro-4-((6-chloro-5-(2-((tetrahydro-2H-pyran-2-yl)oxy)propan-2-yl)pyridazin-3-yl)oxy)aniline